tert-butyl-4-[[4-[3-(2,6-dioxo-3-piperidyl)-1-methyl-indazol-7-yl]piperazin-1-yl]methyl]piperidine-1-carboxylate C(C)(C)(C)OC(=O)N1CCC(CC1)CN1CCN(CC1)C=1C=CC=C2C(=NN(C12)C)C1C(NC(CC1)=O)=O